C(C)OC(=O)C1=C(N=C(N1)C)C(F)(F)F 2-methyl-4-(trifluoromethyl)-1H-imidazole-5-carboxylic acid ethyl ester